C(OC[C@]1(O[C@H]([C@@H]([C@@H]1O)O)C1=CC=C2C(=NC=NN21)N)C#N)(OC2CCC2)=O ((2R,3S,4R,5S)-5-(4-aminopyrrolo[2,1-f][1,2,4]triazin-7-yl)-2-cyano-3,4-dihydroxytetrahydrofuran-2-yl)methyl cyclobutyl carbonate